OCCCN1CC=C(C=C1)C 1-(3-hydroxypropyl)-4-methylpyridine